O1[C@@H](CC1)C(=O)NC=1C=CC2=C(N=C(O2)C2=CC(=NC=C2)C(=O)OC)C1 Methyl (S)-4-(5-(oxetane-2-carboxamido)benzo[d]oxazol-2-yl)picolinate